FC1=CC=C(C=C1)NC(C[C@@H]1CC[C@H](CC1)C1=CC(=CC=C1)CN1C(CCC1)=O)=O trans-N-(4-Fluorophenyl)-2-(4-(3-((2-oxopyrrolidin-1-yl)methyl)phenyl)cyclohexyl)acetamide